2-Methyl-3-(4-methylpiperazin-1-yl)benzaldehyde CC1=C(C=O)C=CC=C1N1CCN(CC1)C